C(N)(=O)C=1C=C2C(=NN(C2=CC1)C)[C@H]1CN(CC1)C(=O)OC(C)(C)C |r| rac-tert-butyl 3-(5-carbamoyl-1-methylindazol-3-yl)pyrrolidine-1-carboxylate